BrC(C(=O)O)CC(=O)O Bromo-succinic acid